IC1=CC=C(C=C1)[Co] (4-iodophenyl)cobalt